2-(2-isopropylphenyl)-8-(4-(1-methyl-4-(trifluoromethyl)-1H-imidazol-2-yl)benzyl)-5,8-dihydropteridine-6,7-dione C(C)(C)C1=C(C=CC=C1)C1=NC=2N(C(C(NC2C=N1)=O)=O)CC1=CC=C(C=C1)C=1N(C=C(N1)C(F)(F)F)C